1-(3-(3-(4-chlorophenyl)-4-oxo-3,4-dihydro-phthalazin-1-yl)phenyl)cyclopropane-1-carboxylic acid ClC1=CC=C(C=C1)N1N=C(C2=CC=CC=C2C1=O)C=1C=C(C=CC1)C1(CC1)C(=O)O